O=CCCCCCCCCCCCCCCCSCCNC(CCNC([C@@H](C(COP(OP(OC[C@@H]1[C@H]([C@H]([C@@H](O1)N1C=NC=2C(N)=NC=NC12)O)OP(=O)(O)O)(=O)O)(=O)O)(C)C)O)=O)=O ketohexadecyl-CoA